CC(CO)CC(CCO)(C)C 2,4,4-trimethyl-1,6-hexanediol